triaconta-16,19-dienoic acid C(CCCCCCCCCCCCCCC=CCC=CCCCCCCCCCC)(=O)O